2-(3-{[(3RS)-1-(ethenesulfonyl)pyrrolidin-3-yl]oxy}pyridin-4-yl)-3-(2-fluoro-5-methylphenyl)-1H-pyrrolo[3,2-b]pyridine C(=C)S(=O)(=O)N1C[C@@H](CC1)OC=1C=NC=CC1C1=C(C2=NC=CC=C2N1)C1=C(C=CC(=C1)C)F |r|